FC1=CC=C2CCCNC2=C1 7-fluoro-1,2,3,4-tetrahydroquinoline